Cl.COC([C@H](C(C)(C)C)NC)=O (S)-3,3-dimethyl-2-(methylamino)butanoic acid methyl ester hydrochloride